(Z)-9-((8-bromo-1-(((Z)-non-6-en-1-yl)oxy)octyl)oxy)non-3-ene BrCCCCCCCC(OCCCCC\C=C/CC)OCCCCC\C=C/CC